2-(trifluoromethyl)-1H-benzo[d]Imidazole-5-carboxylic acid methyl ester COC(=O)C1=CC2=C(NC(=N2)C(F)(F)F)C=C1